SCC1=CC=C(C=C1)OB(O)O [4-(mercaptomethyl)phenyl]boric acid